4-methylindole CC1=C2C=CNC2=CC=C1